(S)-3-(2-(4-(4-ethoxy-6-oxo-1,6-dihydropyridin-3-yl)-2-fluorophenyl)acetylamino)-N-(2-(2-methylpyrrolidin-1-yl)ethyl)-5-(trifluoromethyl)benzamide C(C)OC=1C(=CNC(C1)=O)C1=CC(=C(C=C1)CC(=O)NC=1C=C(C(=O)NCCN2[C@H](CCC2)C)C=C(C1)C(F)(F)F)F